CN(CC(CC(=O)OCC1=CC=CC=C1)N1CCCCC1)CC[C@@H](C=1SC=CC1)OC1=CC=CC2=CC=CC=C12 Benzyl 4-(methyl ((S)-3-(naphthalen-1-yloxy)-3-(thiophen-2-yl)propyl)amino)-3-(piperidin-1-yl)butanoate